C(C1=CC=CC=C1)N1CC(CC1)NC1(CC1)C benzyl-N-(1-methylcyclopropyl)pyrrolidin-3-amine